C1(CCCCCCCN1)=O 8-Octanelactam